1-(3-methoxypropyl)-1-methylpyrrolium COCCC[N+]1(C=CC=C1)C